ClC1=C(C(=O)N(CC(C)C)C2=CC(=CC=C2)N(C)CC=2N=CNC2)C=CC=C1 2-chloro-N-[3-[1H-imidazol-4-ylmethyl(methyl)amino]phenyl]-N-isobutyl-benzamide